N12C[C@H](C(CC1)CC2)NC2=C(C(NC1=CC=C(C=C21)Cl)=O)C2=NC1=C(N2)C=CC=C1 4-(((3S)-1-azabicyclo(2.2.2)oct-3-yl)amino)-3-(1H-benzoimidazol-2-yl)-6-chloroquinolin-2(1H)-one